1,2-epoxydecane C1C(CCCCCCCC)O1